ClC=1C(=C(NC=2C3=C(N=CN2)C=CC(=N3)O[C@@H]3CN(CC3)C(=O)OC(C)(C)C)C=CC1OC1(CC1)C)F tert-butyl (3S)-3-[4-[3-chloro-2-fluoro-4-(1-methylcyclopropoxy)anilino]pyrido[3,2-d]pyrimidin-6-yl]oxypyrrolidine-1-carboxylate